4-[(1S)-1-{[8-(2,6-difluorobenzyl)-7-oxo-pyrido[2,3-d]pyrimidin-2-yl]amino}ethyl]-N-(tetrahydro-2H-pyran-4-yl)benzamide FC1=C(CN2C(C=CC3=C2N=C(N=C3)N[C@@H](C)C3=CC=C(C(=O)NC2CCOCC2)C=C3)=O)C(=CC=C1)F